C1(CC1)C1=NC=NC(=C1C=1N=CC2=C(N1)NC(CC2)=O)OC 2-(4-cyclopropyl-6-methoxypyrimidin-5-yl)-5,8-dihydropyrido[2,3-d]pyrimidin-7(6H)-one